(1S,2S,5R)-2-fluoro-1,5-dimethyl-3-oxo-8-azabicyclo[3.2.1]octane-8-carboxylic acid tert-butyl ester C(C)(C)(C)OC(=O)N1[C@@]2([C@@H](C(C[C@]1(CC2)C)=O)F)C